Calcium isostearate C(CCCCCCCCCCCCCCC(C)C)(=O)[O-].[Ca+2].C(CCCCCCCCCCCCCCC(C)C)(=O)[O-]